C(C)(=O)C1=C(C(=C(S1)NC(C)=O)C(=O)O)C 5-ACETYL-2-ACETYLAMINO-4-METHYL-THIOPHENE-3-CARBOXYLIC ACID